1-(2-isopropylphenyl)-3-[6-[1-[4-(trifluoromethoxy)phenyl]-1,2,4-triazol-3-yl]-2-quinolyl]urea C(C)(C)C1=C(C=CC=C1)NC(=O)NC1=NC2=CC=C(C=C2C=C1)C1=NN(C=N1)C1=CC=C(C=C1)OC(F)(F)F